NC(C(=O)O)CC1=CC=CC2=CC=CC=C12 amino-3-(naphthalen-1-yl)propionic acid